4-(3,4,5-trifluorophenyl)-1H-pyrazole FC=1C=C(C=C(C1F)F)C=1C=NNC1